1-(2,6-dimethylphenyl)ethan-1-ol methoxymethyl-4-(benzyloxy)-3-bromo-6-(methoxymethoxy)-2,5-dimethylbenzoate COCC1(C(=O)OC(C)C2=C(C=CC=C2C)C)C(C(=C(C(=C1OCOC)C)OCC1=CC=CC=C1)Br)C